C1(=CC=CC=C1)C1=CC=2C(C3=CC=CC=C3C(C2C=C1C1=CC=CC=C1)=O)=O 2,3-Diphenylanthraquinone